C12(C(=O)CC(CC1)C2(C)C)CS(=O)(=O)O.CC=2SC(=C(N2)C)C=2C=CC(N(N2)CC2CCN(CC2)C2=NC=C(C=N2)F)=O 6-(2,4-dimethyl-1,3-thiazol-5-yl)-2-[[1-(5-fluoropyrimidin-2-yl)piperidin-4-yl]methyl]pyridazin-3-one camphorsulfonate